O=C1NCC=2C1=C(SC2)C(=O)NCC=2C=NC(=CC2)C(F)(F)F 6-oxo-N-((6-(trifluoromethyl)pyridin-3-yl)methyl)-5,6-dihydro-4H-thieno[3,4-c]pyrrole-1-carboxamide